(3R,6R,7S)-3-((tert-butyldimethylsilyl)oxy)-7-hydroxy-6-methyl-6-((triethylsilyl)oxy)non-8-enoic acid (3S,4S,E)-1-iodo-2,4-dimethylhex-1,5-dien-3-yl ester I\C=C(\[C@H]([C@H](C=C)C)OC(C[C@@H](CC[C@]([C@H](C=C)O)(O[Si](CC)(CC)CC)C)O[Si](C)(C)C(C)(C)C)=O)/C